C(C=C)SC(C1=CC(=C(C(=C1)C(C)(C)C)O)C(C)(C)C)C1=CC=CC=C1 4-((allylthio)(phenyl)methyl)-2,6-bis-t-butylphenol